CN1N=C(C2=CC=C(C=C12)C1CCN(CC1)CC(CC1=CC(=CC=C1)S(=O)(=O)N1CCC(CC1)NC1=NC=C(C=N1)C(F)(F)F)C)N1C(NC(CC1)=O)=O 1-(1-methyl-6-(1-(2-methyl-3-(3-((4-((5-(trifluoromethyl)pyrimidin-2-yl)amino)-piperidin-1-yl)sulfonyl)phenyl)-propyl)piperidin-4-yl)-1H-indazol-3-yl)dihydropyrimidine-2,4(1H,3H)-dione